6-nitro-4-(trifluoromethyl)aniline [N+](=O)([O-])C1=CC(=CC=C1N)C(F)(F)F